2'-chloro-N-(5-(5-(difluoromethoxy)picolinoyl)-5,6-dihydro-4H-pyrrolo[3,4-d]thiazol-2-yl)-5'-methoxy-6-methyl-[4,4'-bipyridine]-3-carboxamide ClC1=NC=C(C(=C1)C1=C(C=NC(=C1)C)C(=O)NC=1SC2=C(N1)CN(C2)C(C2=NC=C(C=C2)OC(F)F)=O)OC